NCC1CCN(CC1)C1=C(C=C(C=C1)NC=1C=2N(C=CN1)C(=CN2)C2=C(C(=C(C=C2)OC)F)F)C N-[4-[4-(aminomethyl)-1-piperidinyl]-3-methyl-phenyl]-3-(2,3-difluoro-4-methoxy-phenyl)imidazo[1,2-a]pyrazin-8-amine